4-(tert-butyl)-6-chloro-1-isopropyl-1H-pyrazolo[3,4-d]pyrimidine C(C)(C)(C)C1=C2C(=NC(=N1)Cl)N(N=C2)C(C)C